OC(=O)C(F)(F)F.FC(C=1C=NN(C1)CCCC=1C=C2C(=CNC2=CC1)N)(F)F 5-{3-[4-(trifluoromethyl)pyrazol-1-yl]propyl}-1H-indol-3-amine TFA salt